Cl.N[C@@H]1CC(CN(C1)C1=CC=C(C=2N=CC=NC12)C#N)(C)C 8-[(5R)-5-amino-3,3-dimethylpiperidin-1-yl]Quinoxaline-5-nitrile hydrochloride